C(C1=CC=CC=C1)N1CC(OCCC1)CN1CCC(CC1)C1=CC=C(C=C1)C 4-benzyl-2-{[4-(p-tolyl)piperidin-1-yl]methyl}-1,4-oxazepane